1,5-difluoro-2,4-dimethylbenzene FC1=C(C=C(C(=C1)F)C)C